bromo-2,4-difluoro-1,1'-biphenyl BrC=1C(=C(C=CC1F)C1=CC=CC=C1)F